(R)-3-(4-cyanophenethyl)-1-(2-(pyridin-2-yl)propan-2-yl)-N-(pyridin-3-yl)pyrrolidine-3-carboxamide C(#N)C1=CC=C(CC[C@@]2(CN(CC2)C(C)(C)C2=NC=CC=C2)C(=O)NC=2C=NC=CC2)C=C1